4-BROMO-2-FLUOROBENZYLISOCYANIDE BrC1=CC(=C(C[N+]#[C-])C=C1)F